N-((3s,5s,7s)-Adamantan-1-yl)-2-(4-methyl-1-(2-(trifluoromethyl)pyridin-4-yl)piperidin-4-yl)acetamide C12(CC3CC(CC(C1)C3)C2)NC(CC2(CCN(CC2)C2=CC(=NC=C2)C(F)(F)F)C)=O